4-((5-bromopyridin-2-yl)oxy)benzonitrile BrC=1C=CC(=NC1)OC1=CC=C(C#N)C=C1